(2-Ethoxypyridin-3-yl)(4-fluorophenyl)methanol C(C)OC1=NC=CC=C1C(O)C1=CC=C(C=C1)F